(R)-N-(2,5-dimethyl-4-(N-(1-(piperidin-4-yl)ethyl)sulfamoyl)phenyl)-2-methylbenzamide CC1=C(C=C(C(=C1)S(N[C@H](C)C1CCNCC1)(=O)=O)C)NC(C1=C(C=CC=C1)C)=O